1,1,1,2,2,2-hexachlorodisilane Cl[Si]([Si](Cl)(Cl)Cl)(Cl)Cl